decyl-(sulfophenoxy)benzenesulfonic acid disodium salt [Na+].[Na+].C(CCCCCCCCC)C=1C(=C(C=CC1)S(=O)(=O)[O-])OC1=C(C=CC=C1)S(=O)(=O)[O-]